NC=1C=C(C=C2C=C(N=CC12)NC(=O)[C@H]1[C@H](C1)F)C1=C(NC(C=C1)=O)C |r| (±)-cis-N-(8-amino-6-(2-methyl-6-oxo-1,6-dihydropyridin-3-yl)isoquinolin-3-yl)-2-fluorocyclopropanecarboxamide